2-(tert-butyl-dimethylsilyl)oxyethanol trifluoromethanesulfonate FC(S(=O)(=O)OCCO[Si](C)(C)C(C)(C)C)(F)F